2-(((1-(2-(quinolin-6-yl)acetyl)piperidin-4-yl)amino)phenyl)acetamide N1=CC=CC2=CC(=CC=C12)CC(=O)N1CCC(CC1)NC1=C(C=CC=C1)CC(=O)N